N1[C@@H](CCC1)CCNC(O[C@H]1[C@H](NC[C@@H]1O)CC1=CC=C(C=C1)C=1C=NN(C1)C(F)F)=O (2R,3S,4S)-2-(4-(1-(difluoromethyl)-1H-pyrazol-4-yl)benzyl)-4-hydroxypyrrolidin-3-yl (2-((S)-pyrrolidin-2-yl)ethyl)carbamate